4-allyl-2-ethoxyphenol C(C=C)C1=CC(=C(C=C1)O)OCC